3-(4-acryloylpiperazin-1-yl)-1-(2,6-dimethylmorpholino)-6-(naphthalen-1-yl)-5,6,7,8-tetrahydro-2,6-naphthyridine-4-carbonitrile C(C=C)(=O)N1CCN(CC1)C=1N=C(C=2CCN(CC2C1C#N)C1=CC=CC2=CC=CC=C12)N1CC(OC(C1)C)C